3-(3-chloro-1H-pyrazolo[3,4-b]pyridin-4-yl)-2-(5-fluoropyridin-2-yl)-6,6-dimethyl-6,7-dihydro-4H-pyrazolo[5,1-c][1,4]oxazine ClC1=NNC2=NC=CC(=C21)C=2C(=NN1C2COC(C1)(C)C)C1=NC=C(C=C1)F